trans-4-({2-[(benzyloxy)acetyl]hydrazino}carbonyl)cyclohexyl carbamate C(N)(O[C@@H]1CC[C@H](CC1)C(=O)NNC(COCC1=CC=CC=C1)=O)=O